2-((3-(2,6-dioxopiperidin-3-yl)-1-methyl-1H-indazol-7-yl)oxy)-N-(5-ethyl-isoxazol-3-yl)acetamide O=C1NC(CCC1C1=NN(C2=C(C=CC=C12)OCC(=O)NC1=NOC(=C1)CC)C)=O